2-{[5-(4-ethylphenyl)-4H-1,2,4-triazol-3-yl]sulfanyl}-1-(3-fluorophenyl)propan-1-on C(C)C1=CC=C(C=C1)C=1NC(=NN1)SC(C(=O)C1=CC(=CC=C1)F)C